N-((3S,4S)-3-((8-(cyclopropylamino)-6-(2,6-difluoro-3,5-dimethoxyphenyl)pyrido[3,4-d]pyrimidin-2-yl)amino)tetrahydro-2H-pyran-4-yl)acrylamide C1(CC1)NC1=NC(=CC2=C1N=C(N=C2)N[C@@H]2COCC[C@@H]2NC(C=C)=O)C2=C(C(=CC(=C2F)OC)OC)F